C(C)(=O)O[C@@H]1[C@@H](C(C2=C(C=CC(=C12)SC(F)(F)F)OC1=CC(=CC(=C1)F)Cl)Br)F [(1S,2S)-3-bromo-4-(3-chloro-5-fluoro-phenoxy)-2-fluoro-7-(trifluoromethylsulfanyl)indan-1-yl] acetate